C1=COC(=O)C(=C1)O HYDROXYPYRONE